P(=O)(O)(O)O.N1CCC2(CC1)C(C1=CC=CC=C1C2)N 1,3-dihydrospiro[indene-2,4'-piperidin]-1-amine phosphate